(R)-N-(2,6-dimethyl-2H-pyrazolo[3,4-b]pyridin-5-yl)-4-(3-methylpiperazin-1-yl)-2,3-dihydro-1H-pyrrolo[2,3-b]pyridine-1-carboxamide hydrochloride Cl.CN1N=C2N=C(C(=CC2=C1)NC(=O)N1CCC=2C1=NC=CC2N2C[C@H](NCC2)C)C